C[Si](O[Si](O[Si](CCCN)(C)C)(C)C)(CCCN)C 1,1,3,3,5,5-hexamethyl-1,5-Bis(3-aminopropyl)trisiloxane